[Cl-].C(#N)CCPCCC#N bis(β-cyanoethyl)phosphine chloride